1,13-tridecanedioic acid C(CCCCCCCCCCCC(=O)O)(=O)O